FC(S(=O)(=O)[N-]S(=O)(=O)C1=CC=C(C=C1)C=C)(F)F ((trifluoromethyl)sulfonyl)((4-vinylphenyl)sulfonyl)amide